5-[4-amino-5-(trifluoromethyl)pyrrolo[2,1-f][1,2,4]triazin-7-yl]-N-[(3R,4S)-1-(5-cyano-2-fluorobenzoyl)-4-fluoropyrrolidin-3-yl]-2-methylbenzamide NC1=NC=NN2C1=C(C=C2C=2C=CC(=C(C(=O)N[C@@H]1CN(C[C@@H]1F)C(C1=C(C=CC(=C1)C#N)F)=O)C2)C)C(F)(F)F